(S)-N-(1-(2-fluoro-4-(trifluoromethyl)phenyl)ethyl)-2-(4-oxo-benzo[d][1,2,3]triazin-3(4H)-yl)acetamide FC1=C(C=CC(=C1)C(F)(F)F)[C@H](C)NC(CN1N=NC2=C(C1=O)C=CC=C2)=O